N1(C=CC2=NC=CC=C21)C=2C=C(C=NC2)C2=CC=C(C=C2)N2C(CCC2)=O 1-(4-(5-(1H-pyrrolo[3,2-b]pyridin-1-yl)pyridin-3-yl)phenyl)pyrrolidin-2-one